8-[(1S)-1-[[2-(1-hydroxy-2,3,1-benzoxazaborinin-6-yl)-3-pyridyl]amino]ethyl]-3,6-dimethyl-2-(1-piperidyl)chromen-4-one OB1ON=CC2=C1C=CC(=C2)C2=NC=CC=C2N[C@@H](C)C=2C=C(C=C1C(C(=C(OC21)N2CCCCC2)C)=O)C